rel-(2R,3R,4S)-1-(tert-butoxycarbonyl)-3,4-dimethylpyrrolidine-2-carboxylic acid C(C)(C)(C)OC(=O)N1[C@H]([C@@H]([C@@H](C1)C)C)C(=O)O |o1:8,9,10|